2-((5-Bromo-2-((2-methoxy-5-methyl-4-(4-(4-methylpiperazin-1-yl)piperidin-1-yl)phenyl) Amino)pyrimidin-4-yl)amino)phenyldimethylcarbamate BrC=1C(=NC(=NC1)NC1=C(C=C(C(=C1)C)N1CCC(CC1)N1CCN(CC1)C)OC)NC1=C(C=CC=C1)CN(C([O-])=O)C